FC(C(C(C(C(C(F)(F)F)(F)F)(F)F)(F)F)(F)F)(CCO)F 2-(perfluorohexyl)-ethanol